BrC1=CC=C(C=C2C(C3=CC=CC=C3C2=O)=O)C=C1 2-(4-bromobenzylidene)-1H-indene-1,3(2H)-dione